ethyl P-(4-(5-(chlorodifluoromethyl)-1,2,4-oxadiazol-3-yl)phenyl)-N-methylphosphonamidate ClC(C1=NC(=NO1)C1=CC=C(C=C1)P(OCC)(=O)NC)(F)F